FC1=C(C(=O)OC)C(=C(C(=C1F)F)F)F methyl 2,3,4,5,6-pentafluorobenzoate